C(C)OC(=O)C=1N(C=CN1)NC(=O)OCC 1-(ethoxycarbonylamino)-1H-imidazole-2-carboxylic acid ethyl ester